COC1=CC2=C(C=C1)C=1N(N=C(C1CO2)C(=O)NC)C2=CSC=C2 7-methoxy-N-methyl-1-(thien-3-yl)-1,4-dihydrobenzopyrano[4,3-c]Pyrazole-3-carboxamide